Terphenyl isovalerate C(CC(C)C)(=O)O.C1(=CC=CC=C1)C=1C(=CC=CC1)C1=CC=CC=C1